1-[[4-hydroxy-1-[(3R,4R)-1-[4-methyl-2-(6-methyl-3-pyridyl)thiazole-5-carbonyl]-3-phenyl-piperidine-4-carbonyl]-4-piperidinyl]methyl]-9-phenyl-purin-6-one OC1(CCN(CC1)C(=O)[C@H]1[C@@H](CN(CC1)C(=O)C1=C(N=C(S1)C=1C=NC(=CC1)C)C)C1=CC=CC=C1)CN1C=NC=2N(C=NC2C1=O)C1=CC=CC=C1